Dimethyl(6-((2-((3-(1-methyl-1H-pyrazol-4-yl)-4-(4-morpholinopiperidin-1-yl)phenyl)amino)-7H-pyrrolo[2,3-d]pyrimidin-4-yl)amino)quinoxalin-5-yl)phosphine oxide CP(C1=C2N=CC=NC2=CC=C1NC=1C2=C(N=C(N1)NC1=CC(=C(C=C1)N1CCC(CC1)N1CCOCC1)C=1C=NN(C1)C)NC=C2)(C)=O